3-Ethyl-valeraldehyde C(C)C(CC=O)CC